F[C@@H]1CN(CCCC1)C=1C=C2C(=CC=NC2=CC1)C(=O)O (S)-6-(3-fluoroazepan-1-yl)quinoline-4-carboxylic acid